BrC1=C(C(=O)OC)C=CC(=C1F)F methyl 2-bromo-3,4-difluoro-benzoate